1-[6-(4,4-difluoropiperidin-1-yl)-5-methylpyridin-3-yl]Imidazole-4-carboxylic acid ethyl ester C(C)OC(=O)C=1N=CN(C1)C=1C=NC(=C(C1)C)N1CCC(CC1)(F)F